2-[(1Z)-1-(dimethylamino)-3-oxo-3-phenylprop-1-en-2-yl]-2,3-dihydro-1H-isoindole-1,3-dione CN(\C=C(\C(C1=CC=CC=C1)=O)/N1C(C2=CC=CC=C2C1=O)=O)C